1-((5-(4-fluorophenyl)-1,2,4-oxadiazol-3-yl)methyl)-2-methyl-N-(3-(trifluoromethyl)phenyl)piperidine-4-carboxamide FC1=CC=C(C=C1)C1=NC(=NO1)CN1C(CC(CC1)C(=O)NC1=CC(=CC=C1)C(F)(F)F)C